N-[(2-bromothiazol-5-yl)methyl]-1-tert-butyl-pyrazole-4-carboxamide BrC=1SC(=CN1)CNC(=O)C=1C=NN(C1)C(C)(C)C